C(C)(C)NC(=O)N1CC=2C=C(C=NC2CC1)[N+](=O)[O-] N-isopropyl-3-nitro-7,8-dihydro-1,6-naphthyridine-6(5H)-carboxamide